2-amino-3-bromo-5-(trifluoromethoxy)benzaldehyde NC1=C(C=O)C=C(C=C1Br)OC(F)(F)F